N[S] amino(sulfur)